Cl.Cl.Cl.FC1=C(C(=CC=C1)OC)C=1C=C/2C(=CN1)NC(\C2=C(\C)/NC2CCNCC2)=O (Z)-5-(2-Fluoro-6-methoxyphenyl)-3-(1-(piperidin-4-ylamino)ethylidene)-1H-pyrrolo[2,3-c]pyridin-2(3H)-one trihydrochloride